CN(C(=O)C=1C=NN2C1CN(CC2)C(=O)C=2NC1=CC(=C(C=C1C2)F)Cl)C2(CC2)C=2C=C(C(=O)O)C=CC2 3-{1-[N-methyl-5-(6-chloro-5-fluoro-1H-indole-2-carbonyl)-4H,5H,6H,7H-pyrazolo[1,5-a]pyrazine-3-amido]cyclopropyl}benzoic acid